NC=1C(=C(C=C2C=C(N=CC12)NC(OC1COCC1CC)=O)C1=C(C2=C(OCCN2)N=C1)C)F 4-Ethyltetrahydrofuran-3-yl (8-amino-7-fluoro-6-(8-methyl-2,3-dihydro-1H-pyrido[2,3-b][1,4]oxazin-7-yl)isoquinolin-3-yl)carbamate